copper cyanooxide C(#N)OC#N.[Cu]